6-amino-2-(3,5-dichloro-4-((1'-methyl-2'-oxospiro[cyclopropane-1,3'-indoline]-5'-yl)oxy)phenyl)-1,2,4-triazine-3,5(2h,4h)-dione NC=1C(NC(N(N1)C1=CC(=C(C(=C1)Cl)OC=1C=C2C3(C(N(C2=CC1)C)=O)CC3)Cl)=O)=O